2',4'-diamino-[1,1'-biphenyl]-3,5-dinitrile NC1=C(C=CC(=C1)N)C1=CC(=CC(=C1)C#N)C#N